(1-(methyl-d3)-1H-pyrazol-4-yl)benzoic acid methyl ester COC(C1=C(C=CC=C1)C=1C=NN(C1)C([2H])([2H])[2H])=O